5-(2-methyl-2H-tetrazol-5-yl)-2-(3-{3-[(prop-2-yl)amino]pyrrolidin-1-yl}-1,2,4-triazin-6-yl)phenol bistrifluoroacetate FC(C(=O)O)(F)F.FC(C(=O)O)(F)F.CN1N=C(N=N1)C=1C=CC(=C(C1)O)C1=CN=C(N=N1)N1CC(CC1)NC(C)C